(1S)-1-(3-chloropyridin-4-yl)ethan-1-amine-hydrochloride Cl.ClC=1C=NC=CC1[C@H](C)N